C(CCCCCCCCCCC)NC=1C(C(C1NCC(CN(CCCCNCCCCCCCCCCCCCC)CCCCCCCCCCCCCC)O)=O)=O 3-(dodecylamino)-4-((2-hydroxy-3-(tetradecyl(4-(tetradecylamino)butyl)amino)propyl)amino)cyclobut-3-ene-1,2-dione